(2z)-but-1,3-dien-1-yl 2,3,4,5,6-pentafluorobenzoate FC1=C(C(=O)O\C=C/C=C)C(=C(C(=C1F)F)F)F